(R)-2-((4-methoxybenzyl)amino)propan-1-ol COC1=CC=C(CN[C@@H](CO)C)C=C1